1-methyl-1-deazapseudouridine CC1C=C([C@H]2[C@H](O)[C@H](O)[C@@H](CO)O2)C(NC1=O)=O